(S)-5-chloro-4-((1-(2-chlorophenyl)ethyl)amino)-N-(2,4-dimethoxybenzyl)-2-fluoro-N-(thiazol-2-yl)benzenesulfonamide ClC=1C(=CC(=C(C1)S(=O)(=O)N(C=1SC=CN1)CC1=C(C=C(C=C1)OC)OC)F)N[C@@H](C)C1=C(C=CC=C1)Cl